O1C(=NC=C1)CCC=O 3-(1,3-oxazol-2-yl)propan-1-one